FC1=C(C=CC(=N1)C(=O)NC)N1CCN(CC1)CC1=CC=C2C(N(C(NC2=C1)=O)C)=S 6-fluoro-N-methyl-5-(4-((3-methyl-2-oxo-4-thioxo-1,2,3,4-tetrahydroquinazolin-7-yl)methyl)piperazin-1-yl)picolinamide